N-[N-(3,3-dimethylbutyl)-L-alpha-aspartyl]-L-phenylalanine 1-methyl ester CC(C)(C)CCN[C@@H](CC(=O)O)C(=O)N[C@@H](CC1=CC=CC=C1)C(=O)OC